(S)-1-acetyl-4-ethylcyclohex-3-en-1-yl acetate C(C)(=O)O[C@@]1(CC=C(CC1)CC)C(C)=O